(4-chlorophenyl)isothiazole-5-carbaldehyde ClC1=CC=C(C=C1)C1=NSC(=C1)C=O